N1N=NC2=C1C=CC=C2.F[P-](F)(F)(F)(F)F hexafluorophosphate-benzotriazole